6-(8-(benzo[d]thiazol-2-ylcarbamoyl)-3,4-dihydroisoquinolin-2(1H)-yl)-3-(1-(cyclopentylmethyl)-5-methyl-1H-pyrazol-4-yl)pyridinecarboxylic acid tert-butyl ester C(C)(C)(C)OC(=O)C1=NC(=CC=C1C=1C=NN(C1C)CC1CCCC1)N1CC2=C(C=CC=C2CC1)C(NC=1SC2=C(N1)C=CC=C2)=O